FC(=CCC/C(=C/CC/C(=C/CC1=C(C(=C(C(=C1C)OCOC)OC)OC)OCOC)/C)/C)F 1-((2E,6E)-11,11-difluoro-3,7-dimethylundeca-2,6,10-trien-1-yl)-3,4-dimethoxy-2,5-bis(methoxymethoxy)-6-methylbenzene